Methyl (Z)-2-bromopent-2-enoate Br\C(\C(=O)OC)=C/CC